(5RS,7RS)-2-[(3,5-Difluoropyridin-2-yl)methyl]-3-oxo-7-(trifluoromethyl)-2,3,5,6,7,8-hexahydro[1,2,4]triazolo[4,3-a]pyridin FC=1C(=NC=C(C1)F)CN1N=C2N(CC[C@H](C2)C(F)(F)F)C1=O |r|